2-(2-(benzylcarbamoyl)-1-((3-phenylisoxazol-5-yl)methyl)hydrazinyl)acetic acid C(C1=CC=CC=C1)NC(=O)NN(CC1=CC(=NO1)C1=CC=CC=C1)CC(=O)O